C(#N)C=1C=NN2C1C(=CC(=C2)OCC)C=2C=CC(=NC2)N2CCN(CC2)C(C(CNC(OC(C)(C)C)=O)C2=CC=C(C=C2)F)=O tert-butyl (3-(4-(5-(3-cyano-6-ethoxypyrazolo[1,5-a]pyridin-4-yl)pyridin-2-yl)piperazin-1-yl)-2-(4-fluorophenyl)-3-oxopropyl)carbamate